C12COCC2C1NC1=NC(=NC(=N1)NC1=CC(=NC=C1)C(F)(F)F)C1=NC(=CC=C1)C(F)(F)F (3-oxa-bicyclo[3.1.0]hex-6-yl)-N'-(2-trifluoromethyl-pyridin-4-yl)-6-(6-trifluoromethyl-pyridin-2-yl)-[1,3,5]triazine-2,4-diamine